CC1=CC=2C(=C3C(C4=CC=CC=C4C(=C3C(C2C=C1)=O)OC1=C(C=CC=C1)C)=O)OC1=C(C=CC=C1)C 2-methyl-5,11-dioxo-6,12-bis(o-toluyloxy)naphthacene